tert-Butyl (2-(4-(4-((6-cyclopropyl-3-(1H-pyrazol-4-yl)imidazo[1,2-a]pyrazin-8-yl)amino)-3-fluorobenzoyl)piperazin-1-yl)ethyl)carbamate C1(CC1)C=1N=C(C=2N(C1)C(=CN2)C=2C=NNC2)NC2=C(C=C(C(=O)N1CCN(CC1)CCNC(OC(C)(C)C)=O)C=C2)F